8-chloro-6-fluoro-N2-(2-isopropyl-1,2,3,4-tetrahydroisoquinolin-7-yl)-7-(8-methyl-2,3-dihydro-1H-pyrido[2,3-b][1,4]oxazin-7-yl)quinazoline-2,5-diamine ClC1=C(C(=C(C=2C=NC(=NC12)NC1=CC=C2CCN(CC2=C1)C(C)C)N)F)C1=C(C2=C(OCCN2)N=C1)C